5-(7-(difluoromethyl)-7'-ethyl-1',3'-dimethyl-2'-oxo-1',2',3,4-tetrahydro-2H-[1,5'-biquinolin]-6-yl)-N-(4-(3-(2,4-dioxotetrahydropyrimidin-1(2H)-yl)phenyl)but-3-yn-1-yl)picolinamide FC(C1=C(C=C2CCCN(C2=C1)C=1C=2C=C(C(N(C2C=C(C1)CC)C)=O)C)C=1C=CC(=NC1)C(=O)NCCC#CC1=CC(=CC=C1)N1C(NC(CC1)=O)=O)F